N-(3-(3'-chloro-6-methoxy-5-((((5-oxopyrrolidin-2-yl)methyl)amino)methyl)-[2,4'-bipyridin]-2'-yl)-2-methylphenyl)-5-(((3-fluoropropyl)amino)methyl)picolinamide ClC=1C(=NC=CC1C1=NC(=C(C=C1)CNCC1NC(CC1)=O)OC)C=1C(=C(C=CC1)NC(C1=NC=C(C=C1)CNCCCF)=O)C